ClCC1=NN(C=N1)CCCCCCCC (chloromethyl)-1-octyl-1H-1,2,4-triazole